1-phenylamino-4-(methylamino)anthraquinone C1(=CC=CC=C1)NC1=CC=C(C=2C(C3=CC=CC=C3C(C12)=O)=O)NC